4-methyl-4-(selenocyanatomethyl)-2-(4-(trifluoromethyl)phenyl)isoquinoline-1,3(2H,4H)-dione CC1(C(N(C(C2=CC=CC=C12)=O)C1=CC=C(C=C1)C(F)(F)F)=O)C[Se]C#N